C(C)(C)(C)OC(=O)N1[C@@H](COCC1)C=1C=C(C=C2CCN(CC12)C(=O)N1C[C@@H](OCC1)C)Cl (R)-3-(6-chloro-2-((S)-2-methyl-morpholine-4-carbonyl)-1,2,3,4-tetrahydroisoquinolin-8-yl)morpholine-4-carboxylic acid tert-butyl ester